10-Hydroxy-2,4a,6a,6b,9,12a-hexamethyl-13-oxo-1,2,3,4,4a,5,6,6a,6b,7,8,8a,9,10,11,12,12a,12b,13,14b-icosahydropicene-2,9-dicarboxylic Acid OC1C(C2CCC3(C4(CCC5(CCC(CC5C4=CC(C3C2(CC1)C)=O)(C(=O)O)C)C)C)C)(C(=O)O)C